Ethyl (Z)-3-amino-4,4,4-trichloro-2-isonicotinoylbut-2-enoate N\C(=C(/C(=O)OCC)\C(C1=CC=NC=C1)=O)\C(Cl)(Cl)Cl